octylhydroxybenzoic acid C(CCCCCCC)C=1C(=C(C(=O)O)C=CC1)O